C1OC2=CC=C(CNN)C=C2O1 4-Methylenedioxybenzyl-hydrazine